ClC=1C=CC(=NC1)C1(OC2=C(O1)C=CC=C2C2CCNCC2)C 4-[2-(5-Chloropyridin-2-yl)-2-methyl-1,3-benzodioxol-4-yl]Piperidine